COC1=NC(=CC=C1[C@H]1[C@H](O[C@@]([C@H]1C)(C(F)(F)F)C)C(=O)NC1=CC(=NC=C1)C(=O)N)C(F)(F)F (2S,3S,4S,5S)-4-[[3-[2-Methoxy-6-(trifluoromethyl)-3-pyridyl]-4,5-dimethyl-5-(trifluoromethyl)tetrahydrofuran-2-carbonyl]amino]pyridin-2-carboxamid